ClC1=C(C(=CC=C1)F)N1C=2N(C3=C(C1=O)C=NC(=N3)NC3=CC(=C(C(=C3)C)N3CCN(CC3)C)OC)CCN2 6-(2-chloro-6-fluorophenyl)-2-((3-methoxy-5-methyl-4-(4-methylpiperazin-1-yl)phenyl)amino)-8,9-dihydroimidazo[1,2-a]pyrimido[5,4-e]pyrimidin-5(6H)-one